O1C(=CC=C1COCC1OC(OC1)=O)COCC1OC(OC1)=O 4,4'-(((furan-2,5-diylbis(methylene))-bis(oxy))bis(methylene))bis(1,3-dioxolan-2-one)